6-butyl-5-(2,6-dimethoxyphenyl)-N-[2-(2-fluorophenyl)ethyl]-2,4-dihydroxy-N-propylpyridine-3-carboxamide C(CCC)C1=C(C(=C(C(=N1)O)C(=O)N(CCC)CCC1=C(C=CC=C1)F)O)C1=C(C=CC=C1OC)OC